C(C)(C)(C)OC(=O)N1CC2CC2(CC1)N1C(N(C2=NC(=NC=C2C1)NC1=CC=C(C=C1)OCCN1CCCC1)C)=O 6-[1-methyl-2-oxo-7-[4-(2-pyrrolidin-1-ylethoxy)anilino]-4H-pyrimido[4,5-d]pyrimidin-3-yl]-3-azabicyclo[4.1.0]heptane-3-carboxylic acid tert-butyl ester